N1(C=NC=C1)C=1C=C2C(=C(N1)C(=O)NC1CCC(CC1)CNCC(F)(F)F)NN=C2 5-(1H-imidazol-1-yl)-N-((1r,4r)-4-(((2,2,2-trifluoroethyl)amino)methyl)cyclohexyl)-1H-pyrazolo[3,4-c]pyridine-7-carboxamide